3-propyl-3,5-dihydro-pyrrolo[3,2-d]pyrimidin-4-one C(CC)N1C=NC2=C(C1=O)NC=C2